1-[(2S,5S)-9-fluoro-2,3-dihydro-2,5-methano-1,4-benzoxazepin-4(5H)-yl]-2,2-dimethylpropan-1-one FC1=CC=CC=2[C@H]3N(C[C@@H](OC21)C3)C(C(C)(C)C)=O